carbonyl-(O-benzyl)-L-tyrosine C(=O)=N[C@@H](CC1=CC=C(C=C1)OCC1=CC=CC=C1)C(=O)O